chromium silicon nickel molybdenum [Mo].[Ni].[Si].[Cr]